ClC=1C=C(C(=NC1OC1=C(C=CC=C1)O)N1C(N(C(=CC1=O)C(F)(F)F)C)=O)F 3-[5-chloro-3-fluoro-6-(2-hydroxyphenoxy)-2-pyridyl]-1-methyl-6-trifluoromethylpyrimidine-2,4-dione